N,N-dimethyl-2-(6H-oxazolo[4,5-e]indol-8-yl)ethan-1-amine CN(CCC1=CNC2=CC=C3C(=C12)N=CO3)C